ClC1=CC=C(OC2=CC=C(C=C2)C=2NC=3N(N=CC3C3CCN(CC3)C#CC)C2C(=O)N)C=C1 2-(4-(4-chlorophenoxy)phenyl)-7-(1-propynylpiperidin-4-yl)-1H-imidazo[1,2-b]pyrazole-3-carboxamide